N[S@](=NC(CC=1C(=C2COCC2=CC1C(C)C)C(C)C)=O)(=O)C=1SC(=CC1F)C(C)(C)O (R)-N-(amino(3-fluoro-5-(2-hydroxypropan-2-yl)thiophen-2-yl)(oxo)-λ6-sulfaneylidene)-2-(4,6-diisopropyl-1,3-dihydroisobenzofuran-5-yl)acetamide